2-(1H-imidazol-1-yl)-N-(2-methylpiperidin-4-yl)isonicotinamide N1(C=NC=C1)C=1C=C(C(=O)NC2CC(NCC2)C)C=CN1